(S)-N-((R)-(3-chloro-2,4-difluorophenyl)((R)-1-(2,2,2-trifluoroethyl)piperidin-2-yl)methyl)-2-oxoimidazolidine-4-carboxamide ClC=1C(=C(C=CC1F)[C@@H](NC(=O)[C@H]1NC(NC1)=O)[C@@H]1N(CCCC1)CC(F)(F)F)F